4-(2,6-Difluorobenzyl)-2-(4-((4-methylthiazol-5-yl)oxy)cyclohexyl)-2,4-dihydro-3H-1,2,4-triazol-3-one FC1=C(CN2C(N(N=C2)C2CCC(CC2)OC2=C(N=CS2)C)=O)C(=CC=C1)F